1-(1-bromo-4-methoxynaphthalen-2-yl)ethylidene-2-(2,4-difluorophenyl)hydrazine BrC1=C(C=C(C2=CC=CC=C12)OC)C(C)=NNC1=C(C=C(C=C1)F)F